ClC1=C(COC2=CC=C(O2)C(=O)N2CCN(CC2)CC2=NC3=C(N2C[C@H]2OCC2)C=C(C=C3)C(=O)O)C=CC(=C1)Cl (S)-2-((4-(5-((2,4-Dichlorobenzyl)oxy)furan-2-carbonyl)piperazin-1-yl)methyl)-1-(oxetan-2-ylmethyl)-1H-benzo[d]imidazole-6-carboxylic acid